Methyl ((3-amino-5-fluoropyridin-4-yl)methyl)-L-isoleucinate NC=1C=NC=C(C1CN[C@@H]([C@@H](C)CC)C(=O)OC)F